C1(CCC2=NC=CC=C12)NC=1N=CC=C2C=C(SC12)C=1C(=C(N=C2C(CS(C12)(=O)=O)C(C)C)CCC1CCOCC1)C1=NC(=NO1)C N-(R)-4-aza-1-indanyl(2-{3-isopropyl-6-(3-methyl-1,2,4-oxadiazol-5-yl)-1,1-dioxo-5-[2-(tetrahydro-2H-pyran-4-yl)ethyl]-1λ6-thia-4-aza-7-indanyl}-1-thia-6-aza-7-indenyl)amine